fluoro-1-oxoisoindolin FN1C(C2=CC=CC=C2C1)=O